COC(=O)C1=CC=C(C=C1)C1(CC1)N(C(=O)C=1N=CN2C1CN(CC2)C(=O)OC(C)(C)C)C tert-butyl 1-(1-[4-(methoxycarbonyl)phenyl]cyclopropyl(methyl)carbamoyl)-5H,6H,7H,8H-imidazo[1,5-a]pyrazine-7-carboxylate